ClC=1N=CC2=C(N1)C(=CN2C)C=2CCOCC2 2-chloro-7-(3,6-dihydro-2H-pyran-4-yl)-5-methylpyrrolo[3,2-d]pyrimidine